FC(C=1C=C(C=NC1)C1=NN2C(=NC=3C=CC=CC3C2=N1)NC=1C(N=CC=CC1)=O)(F)F (3R)-3-({2-[5-(trifluoromethyl)pyridin-3-yl][1,2,4]triazolo[1,5-c]quinazolin-5-yl}amino)azepin-2-one